OC1(CCN(CC1)C(=O)C1(CC1)C)CN1C=NC=2C(C1=O)=NN(C2C=2C=C1CCC(C1=CC2)NC)C 6-((4-hydroxy-1-(1-methylcyclopropylcarbonyl)piperidin-4-yl)methyl)-2-methyl-3-(1-(methylamino)-2,3-dihydro-1H-inden-5-yl)-2H-pyrazolo[4,3-d]pyrimidin-7(6H)-one